4-aminopentane-1,2,3,5-tetraol NC(C(C(CO)O)O)CO